C(C)O.C(C)O.C(C)O.[Ti] titanium triethanol